amino-1-methyl-pyrazole tert-Butyl-(2S)-2-(hydroxymethyl)-4-(trifluoromethyl)-2,3-dihydropyrrole-1-carboxylate C(C)(C)(C)OC(=O)N1[C@@H](CC(=C1)C(F)(F)F)CO.NC1=NN(C=C1)C